tert-butylcarbonyl (1-(5-(6-ethoxy-1H-pyrazolo[3',4':3,4]pyrazolo[1,5-a]pyridin-4-yl)pyridine-2-yl)-4-formylpiperidin-4-yl)carbamate C(C)OC=1C=C(C=2N(C1)N=C1C2C=NN1)C=1C=CC(=NC1)N1CCC(CC1)(C=O)NC(OC(=O)C(C)(C)C)=O